4-[4-cyano-2-methyl-6-(1-methylpyrazol-4-yl)indazol-3-yl]-2-(difluoromethoxy)-6-methoxy-N-[[rel-(1R)-2,2-difluorocyclopropyl]methyl]benzamide C(#N)C=1C2=C(N(N=C2C=C(C1)C=1C=NN(C1)C)C)C1=CC(=C(C(=O)NC[C@@H]2C(C2)(F)F)C(=C1)OC)OC(F)F |o1:26|